NC1=C(C=C2C(=N1)C(C=1C(=CC=CC1O2)Cl)=O)OC=2C=C(C=CC2)N2CCN(CC2)C(=O)OC(C)(C)C tert-butyl 4-(3-((2-amino-9-chloro-10-oxo-10H-chromeno[3,2-b]pyridin-3-yl)oxy)phenyl)piperazine-1-carboxylate